5-Amino-3-(4-bromophenyl)-1-(3-oxoindan-1-yl)pyrazole-4-carbonitrile NC1=C(C(=NN1C1CC(C2=CC=CC=C12)=O)C1=CC=C(C=C1)Br)C#N